Stilbenamin C=1(C(=CC=CC1)N)C=CC1=CC=CC=C1